N-3-(4-(3-aminopropoxy)butoxy)propyl-3-aminopropyltrimethoxysilane (S)-2,3,4,5-tetrahydropyridine-2,6-dicarboxylate N=1[C@@H](CCCC1C(=O)O)C(=O)O.NCCCOCCCCOCCCNCCC[Si](OC)(OC)OC